4-(((R)-1-(3-(difluoromethyl)-2-fluorophenyl)ethyl)amino)-6-(1-(fluoromethyl)cyclopropyl)-8-(3-Hydroxy-3-methylpyrrolidin-1-yl)-2-methylpyrido[4,3-d]pyrimidin-7(6H)-one FC(C=1C(=C(C=CC1)[C@@H](C)NC=1C=2C(N=C(N1)C)=C(C(N(C2)C2(CC2)CF)=O)N2CC(CC2)(C)O)F)F